C(C)(=O)OC1COC2=C1C=C(C=C2SCC2=CC=CC=C2)Cl 7-(benzylthio)-5-chloro-2,3-dihydrobenzofuran-3-yl acetate